C1(CCCC1)N1C(C(N(CC1)CC1=NC=C(C=N1)B1OC(C(O1)(C)C)(C)C)=O)=O 1-cyclopentyl-4-((5-(4,4,5,5-tetramethyl-1,3,2-dioxaborolan-2-yl)pyrimidin-2-yl)methyl)piperazine-2,3-dione